FC1=NC=C(C=C1)C=1N(C=C(N1)C(F)(F)F)C 2-Fluoro-5-(1-methyl-4-(trifluoromethyl)-1H-imidazol-2-yl)pyridine